(3-ethylbenzothiazolesulfonic acid) diammonium salt [NH4+].[NH4+].C(C)N1C(SC2=C1C=CC=C2)S(=O)(=O)[O-].C(C)N2C(SC1=C2C=CC=C1)S(=O)(=O)[O-]